Methyl 4-(4-(tert-butyl)phenyl)-2-fluoropyrrolo[1,2-a]quinoxaline-7-carboxylate C(C)(C)(C)C1=CC=C(C=C1)C=1C=2N(C3=CC=C(C=C3N1)C(=O)OC)C=C(C2)F